4-biphenylboronic acid C1(=CC=C(C=C1)B(O)O)C1=CC=CC=C1